bis(2-(2-methoxyethoxy) ethyl) ether COCCOCCOCCOCCOC